FC1=C(N=CC2=C1N=C(N=C2C21CCN(CC1C2)C(=O)OC(C)(C)C)S(=O)C)C2=CC(=CC1=CC=CC=C21)O tert-butyl 6-[8-fluoro-7-(3-hydroxynaphthalen-1-yl)-2-methanesulfinylpyrido[4,3-d]pyrimidin-4-yl]-3-azabicyclo[4.1.0]heptane-3-carboxylate